2-amino-N-(4-hydroxy-bicyclo[2.2.2]oct-1-yl)-5-(2-(1-methylpiperidin-4-yl)-2H-indazol-5-yl)nicotinamide NC1=C(C(=O)NC23CCC(CC2)(CC3)O)C=C(C=N1)C1=CC3=CN(N=C3C=C1)C1CCN(CC1)C